tert-Butyl 6-((4-(3-((2-((1S)-1-((tetrahydro-2H-pyran-2-yl)oxy)ethyl)-1H-imidazol-1-yl)methyl)isoxazol-5-yl)phenyl)ethynyl)-2-azaspiro[3.3]heptane-2-carboxylate O1C(CCCC1)O[C@@H](C)C=1N(C=CN1)CC1=NOC(=C1)C1=CC=C(C=C1)C#CC1CC2(CN(C2)C(=O)OC(C)(C)C)C1